COC1=C(CNC=2C3=C(N=CN2)N(C=C3C3=CC=C(C=2N3C=CN2)NC(=O)NC2=CC(=C(C=C2)CN2CCN(CC2)C)C(F)(F)F)C2CCNCC2)C=CC(=C1)OC 1-(5-(4-((2,4-dimethoxybenzyl)amino)-7-(piperidin-4-yl)-7H-pyrrolo[2,3-d]pyrimidin-5-yl)imidazo[1,2-a]pyridin-8-yl)-3-(4-((4-methylpiperazin-1-yl)methyl)-3-(trifluoromethyl)phenyl)urea